5-CHLORo-2,3-DIHYDRO-1H-INDEN-1-ON ClC=1C=C2CCC(C2=CC1)=O